1-((2-(4-chlorophenyl)-4,4-dimethylcyclohex-1-enyl)methyl)piperazine hydrochloride Cl.ClC1=CC=C(C=C1)C1=C(CCC(C1)(C)C)CN1CCNCC1